N[C@H]1CCC2=CC(=CC=C12)N1C(=NC=2C1=NC(=CC2C)C=2OC=CN2)C=2C(=NC=CC2)N (S)-3-(3-(1-amino-2,3-dihydro-1H-inden-5-yl)-7-methyl-5-(oxazol-2-yl)-3H-imidazo[4,5-b]pyridin-2-yl)pyridin-2-amine